methyl N-(tert-butoxycarbonyl)-3-[(3S)-2-oxo(6,6-2H2)piperidin-3-yl]-L-alaninate C(C)(C)(C)OC(=O)N[C@@H](C[C@H]1C(NC(CC1)([2H])[2H])=O)C(=O)OC